indium phosphate P(=O)([O-])([O-])[O-].[In+3]